(5-bromo-3-chloro-7-methyl-2-quinolyl) trifluoromethanesulfonate FC(S(=O)(=O)OC1=NC2=CC(=CC(=C2C=C1Cl)Br)C)(F)F